2-(1-(2-(aminomethyl)phenyl)-5-propyl-1H-pyrazol-3-yl)propan-2-ol NCC1=C(C=CC=C1)N1N=C(C=C1CCC)C(C)(C)O